Benzyl (S)-2-(cyanomethyl)-4-(8-fluoro-7-(2-fluoro-5-hydroxyphenyl)-2-(((S)-1-methylpyrrolidin-2-yl)methoxy)pyrido[4,3-d]pyrimidin-4-yl)piperazine-1-carboxylate C(#N)C[C@@H]1N(CCN(C1)C=1C2=C(N=C(N1)OC[C@H]1N(CCC1)C)C(=C(N=C2)C2=C(C=CC(=C2)O)F)F)C(=O)OCC2=CC=CC=C2